2-(4-(3-isobutyl-1,2,4-oxadiazol-5-yl)piperidin-1-yl)-7-methyl-8-nitro-6-(trifluoromethyl)-4H-benzo[e][1,3]thiazin-4-one C(C(C)C)C1=NOC(=N1)C1CCN(CC1)C=1SC2=C(C(N1)=O)C=C(C(=C2[N+](=O)[O-])C)C(F)(F)F